1-(2-((4-((2-(dimethylphosphoryl)phenyl)amino)-5H-pyrrolo[3,2-d]pyrimidin-2-yl)amino)-7,8-dihydro-1,6-naphthyridin-6(5H)-yl)-2-hydroxyethane-1-one CP(=O)(C)C1=C(C=CC=C1)NC=1C2=C(N=C(N1)NC1=NC=3CCN(CC3C=C1)C(CO)=O)C=CN2